2-methyloctane-1,8-diol CC(CO)CCCCCCO